NC1=CC=C(OC2=C(C(=O)NS(=O)(=O)C3=CC(=C(C=C3)NC(C(=O)O)C)[N+](=O)[O-])C=CC(=C2)Br)C=C1 ((4-(N-(2-(4-aminophenoxy)-4-bromobenzoyl)sulfamoyl)-2-nitrophenyl)amino)propionic acid